(R)-3-(cyclopropenylmethyl)-N-hydroxy-4-((S)-6-(4-morpholinophenyl)-5-azaspiro[2.4]heptan-5-yl)-4-oxobutanamide C1(=CC1)C[C@H](CC(=O)NO)C(=O)N1CC2(CC2)C[C@H]1C1=CC=C(C=C1)N1CCOCC1